N-(4-(3-(4-(4-(dimethylamino)but-2-enoyl)piperazin-1-yl)pyridin-4-yl)-2-methylbenzyl)-3-(1-methylcyclopropyl)-1,2,4-oxadiazole-5-carboxamide CN(CC=CC(=O)N1CCN(CC1)C=1C=NC=CC1C1=CC(=C(CNC(=O)C2=NC(=NO2)C2(CC2)C)C=C1)C)C